N-methyl-N-(4-methylphenyl)pyridineamide CN(C(=O)C1=NC=CC=C1)C1=CC=C(C=C1)C